S-benzylthiocarbonate C(C1=CC=CC=C1)S=C([O-])[O-]